1-(2H3)methyl-1H-pyrazol C(N1N=CC=C1)([2H])([2H])[2H]